OC1CCC(CC1)C1=CC=C(C=N1)C1=NNC=2C1=NC(=C(C2)OC)C2=C1CCC(C1=CC=C2)C#N 4-(3-(6-(4-Hydroxycyclohexyl)pyridin-3-yl)-6-methoxy-1H-pyrazolo[4,3-b]pyridin-5-yl)-2,3-dihydro-1H-indene-1-carbonitrile